OC(CC1=NNC(O1)=O)CNC1=CC(=CC=C1)OC 5-[2-hydroxy-3-(3-methoxyphenylamino)propyl]-1,3,4-oxadiazol-2(3H)-one